3-(3-((2-(tert-butylamino)-5-carbamoylpyrimidin-4-yl)amino)piperidin-1-yl)-3-oxopropanoic acid C(C)(C)(C)NC1=NC=C(C(=N1)NC1CN(CCC1)C(CC(=O)O)=O)C(N)=O